N,N-dimethyl-3,4-dimethylenepyrrolidinium chloride [Cl-].C[N+]1(CC(C(C1)=C)=C)C